tert-butyl (1R,5S)-3-[(6-iodopyridazin-3-yl)amino]-1,5-dimethyl-8-azabicyclo[3.2.1]octane-8-carboxylate IC1=CC=C(N=N1)NC1C[C@]2(CC[C@@](C1)(N2C(=O)OC(C)(C)C)C)C